Cl.NCCC1=CNC2C=CC(O)=CC1=2 Serotonin HCl